FC=1C(=CC(=NC1)O)[C@H](C(=O)N1C[C@]2(CC1)NC1=NC(=C(C=C1CC2)C2=NC=CC=N2)C)C (2R)-2-(5-fluoro-2-hydroxypyridin-4-yl)-1-[(2S)-7-methyl-6-(pyrimidin-2-yl)-3,4-dihydro-1H-spiro[1,8-naphthyridine-2,3'-pyrrolidin]-1'-yl]propan-1-one